CC\C=C/CCCCCCCC\C=C/CCCC (3Z,13Z)-3,13-octadecdien